C(C)(C)(C)OC(NCCOC1=CC(=C(C=C1)C)C(NC1(CC1)C1=CC(=CC2=CC=CC=C12)OC)=O)=O tert-Butyl(2-(3-((1-(3-methoxynaphthalen-1-yl)cyclopropyl)carbamoyl)-4-methylphenoxy)ethyl)carbamate